FC(C(=O)O)(F)F.FC1=CC=C(C=N1)C(=O)N1C[C@H](CC1)NC (3S)-1-(6-Fluoropyridine-3-carbonyl)-N-methylpyrrolidin-3-amine trifluoroacetate salt